propyl-dimethylvinylsilane C(CC)[SiH2]C=C(C)C